ClC=1C=C(C=CC1C=1N(C=C(N1)C(F)(F)F)C)COC1=NC(=NC=C1)C=1C(=NC=NC1OC)C1CC1 5-[4-[[3-chloro-4-[1-methyl-4-(trifluoromethyl)imidazol-2-yl]phenyl]methoxy]pyrimidin-2-yl]-4-cyclopropyl-6-methoxy-pyrimidine